4,4'-Bis(phenylamino)-[1,1'-binaphthalene]-5,5'-disulfonic acid dipotassium salt [K+].[K+].C1(=CC=CC=C1)NC1=CC=C(C=2C=CC=C(C12)S(=O)(=O)[O-])C1=CC=C(C=2C(=CC=CC12)S(=O)(=O)[O-])NC1=CC=CC=C1